ClC1=C(C(=NC=C1)NC)C=O 4-chloro-2-(methylamino)pyridine-3-carbaldehyde